ClC1=CC=C(C=N1)C(C(C)N1N=C(C=C1)C(F)(F)F)=NNC=O 2-[1-(6-chloro-3-pyridinyl)-2-[3-(trifluoromethyl)-1H-pyrazol-1-yl]propylidene]-hydrazinecarboxaldehyde